2-(2-methoxy-4-((2-oxo-3-(4-(trifluoromethyl)phenyl)imidazolin-1-yl)methyl)phenoxy)-2-methylpropanoic acid ethyl ester C(C)OC(C(C)(C)OC1=C(C=C(C=C1)CN1C(N(CC1)C1=CC=C(C=C1)C(F)(F)F)=O)OC)=O